NC1=C2CN(C(C2=CC=C1)=O)C1C(NC(CC1)=O)=O 3-(4-amino-1-oxo-isoindolin-2-yl)piperidine-2,6-dione